3-ethoxy-1,3,8-trimethyl-5-[[(1R)-1-[3-(1,1-difluoro-2-hydroxy-ethyl)-2-fluoro-phenyl]ethyl]amino]pyrrolo[3,2-g]phthalazin-2-one C(C)OC1(C(N(C2=C1C=C1C(=NN=C(C1=C2)C)N[C@H](C)C2=C(C(=CC=C2)C(CO)(F)F)F)C)=O)C